ClC=1C=CC(=C(C1)N1N=C(C=2C=NC(=CC21)C=2C=NN1C2N=CC=C1)CNC)OC(F)F 1-(1-(5-chloro-2-(difluoromethoxy)phenyl)-6-(pyrazolo[1,5-a]pyrimidin-3-yl)-1H-pyrazolo[4,3-c]pyridin-3-yl)-N-methyl-methylamine